N-(3-fluoro-4-((2-keto-2,3-dihydro-1H-imidazo[4,5-b]pyridin-7-yl)oxy)phenyl)-3,5-dimethyl-1-phenyl-1H-pyrazole-4-carboxamide FC=1C=C(C=CC1OC1=C2C(=NC=C1)NC(N2)=O)NC(=O)C=2C(=NN(C2C)C2=CC=CC=C2)C